N(=[N+]=[N-])C[C@H]1[C@H]([C@H]([C@H](OC1)COCC1=CC=CC=C1)OCC1=CC=CC=C1)OCC1=CC=CC=C1 (2R,3R,4R,5R)-5-(azidomethyl)-3,4-bis(benzyloxy)-2-((benzyl-oxy)methyl)tetrahydro-2H-pyran